C[C@H](C1=CC=CC=C1)N |r| (±)-α-methylbenzylamine